C1(CC1)C=1N=C(C=2N(C1)C=C(N2)CNC)N2C(CCC2)=O 1-(6-cyclopropyl-2-((methylamino)methyl)imidazo[1,2-a]pyrazin-8-yl)pyrrolidin-2-one